C(\C=C\C=C\C)(=O)[O-].[Mg+2].ClC1=C(C=C(C=C1)C(CCCO)C)CNC1(CC1)C=1C=NC=CC1C1=C(C=CC=C1)OC1CC1.C(\C=C\C=C\C)(=O)[O-] 4-[4-chloro-3-[([1-[4-(2-cyclopropoxyphenyl)pyridin-3-yl]cyclopropyl]amino)methyl]phenyl]pentan-1-ol Magnesium sorbat